2-(2-(4-(3-Methylbutan-2-yl)cyclohex-1-en-1-yl)ethyl)-1,3-dioxolan CC(C(C)C1CC=C(CC1)CCC1OCCO1)C